(S)-9-chloro-3-ethyl-4-(6-(3-methylpiperazin-1-yl)pyridin-3-yl)-10H-chromeno[3,2-b]pyridin-10-one hydrochloride Cl.ClC=1C=2C(C3=NC=C(C(=C3OC2C=CC1)C=1C=NC(=CC1)N1C[C@@H](NCC1)C)CC)=O